1-(3-(1H-Pyrazol-4-yl)benzoyl)-N-(4-chlorophenyl)piperidine-3-carboxamide N1N=CC(=C1)C=1C=C(C(=O)N2CC(CCC2)C(=O)NC2=CC=C(C=C2)Cl)C=CC1